C(CCCCC)OC(CCC(C)(C)C)=O 4,4-dimethylpentanoic acid hexyl ester